(E)-N-hydroxy-3-(2-(((2-(trifluoromethyl)-[1,1'-biphenyl]-4-yl)amino)methyl)pyridin-3-yl)acrylamide ONC(\C=C\C=1C(=NC=CC1)CNC1=CC(=C(C=C1)C1=CC=CC=C1)C(F)(F)F)=O